(S)-N-((5-chloro-6-(thiazol-4-ylmethoxy)-1H-indol-2-yl)methyl)tetrahydrofuran-2-carboxamide ClC=1C=C2C=C(NC2=CC1OCC=1N=CSC1)CNC(=O)[C@H]1OCCC1